FC1=C(C=C(C=C1)[N+](=O)[O-])S(=O)(=O)N1CCN(CC1)C 1-((2-fluoro-5-nitrophenyl)sulfonyl)-4-methylpiperazine